S1C=CC2=C1C1N(CCN(C1)C(=O)O)CC2 4,5,7,8,10,10a-hexahydro-9H-thieno[2',3':3,4]pyrido[1,2-a]pyrazine-9-carboxylic acid